FC(CCN1N=C(N=C1)C(=O)N)(F)F 1-(3,3,3-trifluoropropyl)-1H-1,2,4-triazole-3-carboxamide